C(=O)(O)C1=C(C=C(C(=O)OCC)C#N)C=CC=C1C(=O)O ethyl 2,3-dicarboxy-α-cyanocinnamate